6-{5-chloro-2-[(oxan-4-yl)amino]pyrimidin-4-yl}-2-[(2R)-1-(4-methylpiperazin-1-yl)-1-oxopropan-2-yl]-2,3-dihydro-1H-isoindol-1-one ClC=1C(=NC(=NC1)NC1CCOCC1)C1=CC=C2CN(C(C2=C1)=O)[C@@H](C(=O)N1CCN(CC1)C)C